O1CCN(CC1)C1=NC=C(C=N1)C(=O)N 2-morpholino-pyrimidine-5-carboxamide